(3S,4R)-4-(2,2-difluoroethoxy)-3-(tritylamino)piperidine-1-carboxylic acid benzyl ester C(C1=CC=CC=C1)OC(=O)N1C[C@@H]([C@@H](CC1)OCC(F)F)NC(C1=CC=CC=C1)(C1=CC=CC=C1)C1=CC=CC=C1